(S)-4-(2-((bis(benzyloxy)phosphoryl)amino)-1-((methylsulfonyl)oxy)-2-oxoethyl)phenyl methanesulfonate CS(=O)(=O)OC1=CC=C(C=C1)[C@@H](C(=O)NP(=O)(OCC1=CC=CC=C1)OCC1=CC=CC=C1)OS(=O)(=O)C